ClC1=C(C=CC(=C1)Cl)C=1N=C(NC1C)CC1=CC=C(C=C1)F 4-(2,4-Dichlorophenyl)-2-(4-fluorobenzyl)-5-methylimidazole